C(CCCCCCCCCCC)SC=1NC2=C(N1)C=CC=C2 2-(n-dodecylthio)benzimidazole